1-(4-(4-fluoro-3-methoxyphenyl)-5-(isopropylsulfanyl)thiazol-2-yl)-4-(3-fluorophenyl)-3-methyl-1H-pyrazole-5-carboxylic acid FC1=C(C=C(C=C1)C=1N=C(SC1SC(C)C)N1N=C(C(=C1C(=O)O)C1=CC(=CC=C1)F)C)OC